ClC1=NC=CC(=N1)C1=CC(=C(CNC(=O)N2CC(C2)OC(C)C)C=C1)C N-(4-(2-chloropyrimidin-4-yl)-2-methylbenzyl)-3-isopropoxyazetidine-1-carboxamide